(S)-2-(((benzyloxy)carbonyl)amino)-4-(cyclopropyl(4-(5,6,7,8-tetrahydro-1,8-naphthyridin-2-yl)butyl)amino)butanoic acid C(C1=CC=CC=C1)OC(=O)N[C@H](C(=O)O)CCN(CCCCC1=NC=2NCCCC2C=C1)C1CC1